ClC1=CC=NC(=N1)COC 6-chloro-2-(methoxymethyl)pyrimidin